C1CCCC12OC(CC(O2)=O)=O 6,10-dioxaspiro[4.5]decane-7,9-dione